OC(CCCCCC=CC(=O)O)C(CCCCCCCC)O 9,10-dihydroxy-9Z-octadecenoic acid